COC1=CC=C(CN(S(=O)(=O)C2=C(C=CC(=C2C=2N=NN(N2)CC2=CC=C(C=C2)OC)I)S[C@H]2C[C@H](N(C2)C(=O)OC(C)(C)C)C(=O)OC)CC2=CC=C(C=C2)OC)C=C1 (2S,4S)-1-tert-butyl 2-methyl 4-((2-(N,N-bis(4-methoxybenzyl)sulfamoyl)-4-iodo-3-(2-(4-methoxybenzyl)-2H-tetrazol-5-yl)phenyl)thio)pyrrolidine-1,2-dicarboxylate